6-[[(1R)-1-[3,6-Dimethyl-4-oxo-2-(3-pyridyl)-chromen-8-yl]ethyl]-amino]-2,3-difluoro-N-methoxy-benzamide CC1=C(OC2=C(C=C(C=C2C1=O)C)[C@@H](C)NC1=CC=C(C(=C1C(=O)NOC)F)F)C=1C=NC=CC1